tert-butyl 1-(4-chloro-3-fluorophenyl)-2-oxo-1,9-diazaspiro[5.5]undecane-9-carboxylate tert-Butyl-1-(4-chloro-3-fluorophenyl)-2-oxo-1,9-diazaspiro[5.5]undec-3-ene-9-carboxylate C(C)(C)(C)OC(=O)N1CCC2(CC=CC(N2C2=CC(=C(C=C2)Cl)F)=O)CC1.ClC1=C(C=C(C=C1)N1C(CCCC12CCN(CC2)C(=O)OC(C)(C)C)=O)F